(5-chloropyrimidin-2-yl)piperidin-4-amine hydrochloride Cl.ClC=1C=NC(=NC1)N1CCC(CC1)N